C(C)N1C(=NC2=C1C(=CC(=C2)C=O)F)C2=CC=1C=3N2C(CN(C3C=CC1)CCCOC)CC (1-ethyl-2-(3-ethyl-1-(3-methoxypropyl)-2,3-dihydro-1H-pyrrolo[1,2,3-de]quinoxalin-5-yl)-7-fluoro-1H-benzo[d]imidazol-5-yl)methanone